C1(=C(C=CC=C1)C1SCCCS1)C o-tolyl-1,3-dithiane